C(CCC)OCNC(C=C)=O N-(n-Butoxymethyl)acrylamid